7-(2-(2-(2-fluoroethoxy)ethoxy)ethoxy)-N-methyl-9H-carbazol-3-amine FCCOCCOCCOC1=CC=C2C=3C=C(C=CC3NC2=C1)NC